O1CCN(CC1)C1=C2C=CN(C2=C(C=C1)C(=O)NCC1=CC=C(C(=O)O)C=C1)CC1=CC=C(C=C1)C(F)(F)F 4-((4-morpholino-1-(4-(trifluoromethyl)benzyl)-1H-indole-7-carboxamido)methyl)benzoic acid